BrC1=CC=CC(=N1)NC(=O)[C@@H]1[C@H]2O[C@H]2CN1C(=O)OC(C)(C)C (1R,2S,5S)-tert-butyl 2-(6-Bromopyridin-2-ylcarbamoyl)-6-oxa-3-azabicyclo[3.1.0]hexane-3-carboxylate